2-(2-ethyl-5,8-dioxo-6-{[(2R)-4-(propan-2-yl)morpholin-2-yl]methyl}-5,6,7,8-tetrahydro-4H-pyrazolo[1,5-a]pyrrolo[3,4-d]pyrimidin-4-yl)-N-(5-fluoropyridin-2-yl)acetamide C(C)C1=NN2C(N(C3=C(C2=O)CN(C3=O)C[C@H]3CN(CCO3)C(C)C)CC(=O)NC3=NC=C(C=C3)F)=C1